CC(C1=CC=C(S1)C(=O)C2=CC=CC=C2)C(=O)O The molecule is an aromatic ketone that is thiophene substituted at C-2 by benzoyl and at C-4 by a 1-carboxyethyl group. It has a role as a non-steroidal anti-inflammatory drug and a drug allergen. It is a member of thiophenes, a monocarboxylic acid and an aromatic ketone.